1-(7-(4-(4-(3-fluoro-5-(methylsulfonyl)phenyl)-7H-pyrrolo[2,3-d]pyrimidin-6-yl)phenethyl)-2,7-diazaspiro[3.5]non-2-yl)prop-2-en-1-one FC=1C=C(C=C(C1)S(=O)(=O)C)C=1C2=C(N=CN1)NC(=C2)C2=CC=C(CCN1CCC3(CN(C3)C(C=C)=O)CC1)C=C2